ClS(=O)Cl monochloro sulfoxide